2-methyl-2-{4-[3-methyl-2-oxo-8-(quinolin-3-yl)-2,3-dihydro-1H-imidazo[4,5-c]quinolin-1-yl]phenyl}propionitrile CC(C#N)(C)C1=CC=C(C=C1)N1C(N(C=2C=NC=3C=CC(=CC3C21)C=2C=NC1=CC=CC=C1C2)C)=O